2-(4-(2-([1,2,4]triazolo[4,3-a]pyridin-6-yl)-3-isopropyl-1H-indol-5-yl)piperidin-1-yl)-N-methylacetamide N=1N=CN2C1C=CC(=C2)C=2NC1=CC=C(C=C1C2C(C)C)C2CCN(CC2)CC(=O)NC